(S)-5,5-dimethyl-N-(5-methyl-4-oxo-2,3,4,5-tetrahydrobenzo[b][1,4]oxazepin-3-yl)-1,4,5,7-tetrahydropyrano[3,4-c]pyrazole-3-carboxamide CC1(CC2=C(NN=C2C(=O)N[C@@H]2C(N(C3=C(OC2)C=CC=C3)C)=O)CO1)C